BrC1=CC2=C(N=C(N=N2)Cl)C=C1 7-bromo-3-chlorobenzo[e][1,2,4]triazine